Cl.C(C)OC([C@H](C(C)C)NC)=O (2S)-3-methyl-2-(methylamino)butanoic acid ethyl ester hydrochloride